N-(6-(2-(2,2-Difluoroethyl)-2,7-diazaspiro[3.5]nonan-7-yl)-2,2-dimethyl-2,3-dihydrobenzofuran-5-yl)pyrazolo[1,5-a]pyrimidine-3-carboxamide FC(CN1CC2(C1)CCN(CC2)C2=CC1=C(CC(O1)(C)C)C=C2NC(=O)C=2C=NN1C2N=CC=C1)F